CC1=C(C(=C(C1([Hf]C=1C(C2=CC=CC=C2C1)CCCCC)C)C)C)C pentamethylcyclopentadienyl(1-pentylindenyl)hafnium